5-chloro-N2-(5-(furan-3-yl)pyridin-2-yl)-N4-(3-(trifluoromethyl)phenyl)pyrimidine-2,4-diamine ClC=1C(=NC(=NC1)NC1=NC=C(C=C1)C1=COC=C1)NC1=CC(=CC=C1)C(F)(F)F